B(OC(=C(F)F)F)(OC(=C(F)F)F)OC(=C(F)F)F trifluoro(vinyl)borate